4-chloro-5-(4-(2,4-difluorophenoxy)piperidin-1-yl)phthalonitrile ClC=1C=C(C(C#N)=CC1N1CCC(CC1)OC1=C(C=C(C=C1)F)F)C#N